Methyl 3-(2-fluoro-3-methyl-4-morpholino-anilino)-5-(methylamino)-6-(3-methylimidazo[4,5-c]pyridin-7-yl)pyrazine-2-carboxylate FC1=C(NC=2C(=NC(=C(N2)NC)C=2C3=C(C=NC2)N(C=N3)C)C(=O)OC)C=CC(=C1C)N1CCOCC1